C(C)(=O)N[C@H]1C(C=C(C[C@@H]1NCC1=CC=C2C=CC=NC2=C1)C(=O)O)OC(CC)CC (4R,5S)-4-acetamido-3-(pentane-3-oxy)-5-((quinolin-7-ylmethyl)amino)cyclohex-1-ene-1-carboxylic acid